N1=CC=C2N1CCCN2C=2C=NC=1CCN(CC1C2)C2=C(C=C(N=N2)C(=O)N2CC(CC2)C2=CC=NC=C2)C (6-(3-(6,7-dihydropyrazolo[1,5-a]pyrimidin-4(5H)-yl)-7,8-dihydro-1,6-naphthyridin-6(5H)-yl)-5-methylpyridazin-3-yl)(3-(pyridin-4-yl)pyrrolidin-1-yl)methanone